C(CCC)SCC[C@@H](C(=O)NS(=O)(=O)C)NC(OC(C)(C)C)=O (S)-tert-butyl (4-(butylthio)-1-(methylsulfonamido)-1-oxobutan-2-yl)carbamate